COC1=CC=C(OCC(CO)O)C=C1 3-(4-methoxyphenoxy)-1,2-propanediol